tert-butyl (S)-4-(3-(4-(6-((1-(tert-butoxycarbonyl)pyrrolidin-3-yl)oxy)-5-(4-fluorophenyl)nicotinoyl)piperazine-1-carbonyl)-5-fluorophenyl)piperazine-1-carboxylate C(C)(C)(C)OC(=O)N1C[C@H](CC1)OC1=NC=C(C(=O)N2CCN(CC2)C(=O)C=2C=C(C=C(C2)F)N2CCN(CC2)C(=O)OC(C)(C)C)C=C1C1=CC=C(C=C1)F